1,1,1,4,4,4-hexafluoro-2,3-butylene carbonate C1(OC(C(F)(F)F)C(C(F)(F)F)O1)=O